C1CCCOC(C2=CC=C(C(=O)O1)C=C2)=O terephthalic acid-butylene ester